C(C)(C)N(C(C)C)[Si](C(F)(F)F)(C(F)(F)F)N(C(C)C)C(C)C bis-diisopropylamino-bis-trifluoromethyl-silane